(S)-5-hydroxy-6-((3-isopropyl-4-(4-((4-(morpholinomethyl)phenyl)ethynyl)phenyl)-2-oxoimidazolin-1-yl)methyl)Pyrimidin-4(3H)-one OC=1C(NC=NC1CN1C(N([C@H](C1)C1=CC=C(C=C1)C#CC1=CC=C(C=C1)CN1CCOCC1)C(C)C)=O)=O